(4-(2-((4-((3-(hydroxymethyl)-4-nitrobenzyl)amino)-4-oxobutanoyl)oxy)ethoxy)-4-oxobutanoyl)sodium OCC=1C=C(CNC(CCC(=O)OCCOC(CCC(=O)[Na])=O)=O)C=CC1[N+](=O)[O-]